1-((1-Acryloylpyrrolidin-3-yl)methyl)-5-amino-3-((3,5-dimethoxyphenyl)ethynyl)-1H-pyrazole-4-carboxamide C(C=C)(=O)N1CC(CC1)CN1N=C(C(=C1N)C(=O)N)C#CC1=CC(=CC(=C1)OC)OC